5-chloro-7-methoxy-1H-pyrazolo[4,3-d]pyrimidine ClC=1N=C(C2=C(N1)C=NN2)OC